(2S,4R)-2-((6-bromopyridin-2-yl)carbamoyl)-4-fluoropyrrolidine-1-carboxylic acid 1-tert-butyl ester C(C)(C)(C)OC(=O)N1[C@@H](C[C@H](C1)F)C(NC1=NC(=CC=C1)Br)=O